5-((4-(thiophen-3-yl)phenyl)thio)-1H-benzol S1C=C(C=C1)C1=CC=C(C=C1)SC=1C=CCCC1